1-(4-(((2S,4R)-2-methyl-1-propionyl-1,2,3,4-tetrahydroquinolin-4-yl)amino)phenyl)urea C[C@@H]1N(C2=CC=CC=C2[C@@H](C1)NC1=CC=C(C=C1)NC(=O)N)C(CC)=O